(1S,2R,4aS,6aR,6aS,6bR,8aR,10R,11R,12aR,14bS)-10,11-dihydroxy-1,2,6a,6b,9,9,12a-heptamethyl-2,3,4,5,6,6a,7,8,8a,10,11,12,13,14b-tetradecahydro-1H-picene-4a-carboxylic acid C[C@@H]1CC[C@@]2(CC[C@@]3(C(=CC[C@H]4[C@]3(CC[C@@H]5[C@@]4(C[C@H]([C@@H](C5(C)C)O)O)C)C)[C@@H]2[C@H]1C)C)C(=O)O